C(C1=CC=CC=C1)N1N=NC(=C1)C=C1CN(CC(C1=O)=CC=1N=NN(C1)CC1=CC=CC=C1)S(=O)(=O)C1=CC=C(C=C1)[N+](=O)[O-] 3,5-bis((1-benzyl-1H-1,2,3-triazol-4-yl)methylene)-1-((4-nitrophenyl)sulfonyl)piperidin-4-one